6-(1-methyl-1H-pyrazol-4-yl)-4-(6-(2-(pyrrolidine-1-carbonyl)-2,7-diazaspiro[3.5]nonan-7-yl)pyridin-3-yl)pyrazolo[1,5-a]pyridine-3-carbonitrile CN1N=CC(=C1)C=1C=C(C=2N(C1)N=CC2C#N)C=2C=NC(=CC2)N2CCC1(CN(C1)C(=O)N1CCCC1)CC2